4-[(cyclopropylamino)methyl]pyrrolidin-2-one C1(CC1)NCC1CC(NC1)=O